2-(1-(((S)-2,2-dimethyl-1,3-dioxolan-4-yl)methyl)-1H-pyrazol-4-yl)-4-(2-methyl-3-(4-oxoquinazolin-3(4H)-yl)phenyl)-1H-indole-7-carboxamide CC1(OC[C@@H](O1)CN1N=CC(=C1)C=1NC2=C(C=CC(=C2C1)C1=C(C(=CC=C1)N1C=NC2=CC=CC=C2C1=O)C)C(=O)N)C